Cl.BrC1=CC(=C(C(=C1)C)CN)C 1-(4-bromo-2,6-dimethylphenyl)methylamine hydrochloride